(S)-3-Methanesulfonyl-pyrrolidine-1-carboxylic acid [4-methoxy-7-(1-methyl-1H-pyrazol-4-yl)-thiazolo[4,5-c]pyridin-2-yl]-amide COC1=NC=C(C2=C1N=C(S2)NC(=O)N2C[C@H](CC2)S(=O)(=O)C)C=2C=NN(C2)C